2-fluoro-1-[(2-methoxyphenyl)methyl]-N,N-dimethylpyridin-1-ium-4-aminium bromide [Br-].FC1=[N+](C=CC(=C1)[NH+](C)C)CC1=C(C=CC=C1)OC.[Br-]